OCCC1=C(C=CC(=C1S(=O)(=O)N)CCCCC)C1=CC(=CC=C1)C 2-hydroxyethyl-3'-methyl-4-pentyl-[1,1'-biphenyl]-3-sulfonamide